C(CCCCC)NCCCCCC(=O)OCC(CCCC)CC 2-ethylhexyl 6-(hexylamino)hexanoate